3-Methacryloxypropyltrimethoxysilan C(C(=C)C)(=O)OCCC[Si](OC)(OC)OC